[N+](=O)([O-])C=1C(=NC=CC1)OC=1C=C(C=CC1)NC(=S)NC(=O)C=1SC=CC1 N-[(3-(3-nitropyridin-2-yloxy)phenyl)thiocarbamoyl]thiophene-2-carboxamide